OCC(=O)C(=CC1=CC=CC=C1)O dihydroxybenzylideneacetone